[Na].BrC1=C(C=CC=C1)CS(=O)(=O)NC(NC1=C2CCCC2=CC=2CCCC12)=O 1-(2-Bromophenyl)-N-((1,2,3,5,6,7-hexahydro-s-indacen-4-yl)carbamoyl)methanesulfonamide, Sodium Salt